(S)-5-((1-(2-(4-(5-cyclopropylpyrimidin-2-yl)piperazin-1-yl)-2-oxoethoxy)propan-2-yl)amino)-4-(trifluoromethyl)pyridazin-3(2H)-one C1(CC1)C=1C=NC(=NC1)N1CCN(CC1)C(COC[C@H](C)NC1=C(C(NN=C1)=O)C(F)(F)F)=O